Methyl 3-oxo-3-(tetrahydro-pyran-4-yl)-propionate O=C(CC(=O)OC)C1CCOCC1